N1(N=NC=C1)[C@@H]1C[C@H](NC1)C(=O)O (2S,4R)-4-(triazol-1-yl)pyrrolidine-2-carboxylic acid